3-[(5-hydroxy-1-methyl-3-trifluoromethylpyrazol-4-yl)methylthio]-4,5-dihydro-5,5-dimethylisoxazole OC1=C(C(=NN1C)C(F)(F)F)CSC1=NOC(C1)(C)C